{3-[(3S,4S)-4-amino-3-methyl-2-oxa-8-azaspiro[4.5]decan-8-yl]-5-methyl-6-(2-methyl-1,3-benzoxazol-6-yl)pyrazin-2-yl}methanol N[C@@H]1[C@@H](OCC12CCN(CC2)C=2C(=NC(=C(N2)C)C2=CC1=C(N=C(O1)C)C=C2)CO)C